BrC1=NC(=NN1C)COCC1=C(C(=O)O)C=CC(=N1)C(F)(F)F 2-(((5-bromo-1-methyl-1H-1,2,4-triazol-3-yl)methoxy)methyl)-6-(trifluoromethyl)nicotinic acid